N-((1S,3S)-3-(methyl(7H-pyrrolo[2,3-d]pyrimidin-4-yl)amino)cyclobutyl)propane-1-sulfonamide mesylate S(C)(=O)(=O)O.CN(C1CC(C1)NS(=O)(=O)CCC)C=1C2=C(N=CN1)NC=C2